(2R,3S,4S,5S,6R)-3,4-bis(benzyloxy)-2-((benzyloxy)methyl)-5,6-dimethoxytetrahydro-2H-pyran C(C1=CC=CC=C1)O[C@H]1[C@H](O[C@H]([C@H]([C@H]1OCC1=CC=CC=C1)OC)OC)COCC1=CC=CC=C1